(E)-4-hydroxymethyl-4-methyl-2-heptadec-8-enyl-1,3-oxazoline OCC1(N=C(OC1)CCCCCCC\C=C\CCCCCCCC)C